ClC1=NN2C(N=C(C=C2)N2[C@H](C[C@H](C2)F)C2=C(C=CC(=C2)F)F)=C1NC(=O)N[C@@H]1[C@@H](C1)F 1-(2-chloro-5-((2R,4R)-2-(2,5-difluorophenyl)-4-fluoropyrrolidin-1-yl)pyrazolo[1,5-a]pyrimidin-3-yl)-3-((1S,2R)-2-fluorocyclopropyl)urea